FC(OC=1C=C(C=C(C1)F)C=1C=C2N(CCN(C2=CC1)C(=O)OC(C)(C)C)S(=O)(=O)C1=CC(=CC=C1)C(F)(F)F)F Tert-butyl 6-(3-(difluoromethoxy)-5-fluorophenyl)-4-((3-(trifluoromethyl) phenyl) sulfonyl)-3,4-dihydroquinoxaline-1(2H)-carboxylate